C(C=C)(=O)OCCCCCCCCCCCCCCCCCCCCCCCCCCC acryloxy-heptacosane